FC1=C(C(=O)N2CCC(CC2)N2CC(C2)(N2N=CC(=C2)C=2C3=C(N=CN2)NC=C3)CC#N)C(=CN=C1)F {1-[1-(3,5-difluoroisonicotinoyl)piperidin-4-yl]-3-[4-(7H-pyrrolo[2,3-d]pyrimidin-4-yl)-1H-pyrazol-1-yl]azetidin-3-yl}acetonitrile